1-(N,N'-dihexylamino)-1-phenyl-methyl-phosphonic acid di(2-ethylhexyl) ester C(C)C(COP(OCC(CCCC)CC)(=O)C(C1=CC=CC=C1)N(CCCCCC)CCCCCC)CCCC